F[C@@]1(CCN(CCC1)C(=O)OC(C)(C)C)C(=O)OC(C)(C)C di-tert-butyl (S)-4-fluoroazepane-1,4-dicarboxylate